5-Methyl-N4-(4-chloro-[3-(ethylsulfonamido)]phenyl)-N2-[4-(4-methylpiperazinyl)phenyl]pyrimidine-2,4-diamine CC=1C(=NC(=NC1)NC1=CC=C(C=C1)N1CCN(CC1)C)NC1=CC(=C(C=C1)Cl)NS(=O)(=O)CC